1-[2-(2-cyano-4-methoxyphenyl)acetyl]-4-fluoro-N-{phenyl-[4-(prop-2-yl)phenyl]methyl}pyrrolidine-2-carboxamide C(#N)C1=C(C=CC(=C1)OC)CC(=O)N1C(CC(C1)F)C(=O)NC(C1=CC=C(C=C1)C(C)C)C1=CC=CC=C1